9-(4-ethynylphenyl)phenoxazine C(#C)C1=CC=C(C=C1)C=1C=CC=C2OC=3C=CC=CC3NC12